FC1=C(C=C(C=C1)C1(CC2(C1)CCC2)C2=NN=CN2C)NC(=O)C=2C(N(C=C(C2)CNCC(C)C)CC(F)(F)F)=O N-(2-fluoro-5-(2-(4-methyl-4H-1,2,4-triazol-3-yl)spiro[3.3]heptan-2-yl)phenyl)-5-((isobutylamino)methyl)-2-oxo-1-(2,2,2-trifluoroethyl)-1,2-dihydropyridine-3-carboxamide